N-(5-bromo-1H-pyrrolo[3,2-b]pyridin-3-yl)-5-phenyl-1H-benzo[d]imidazol-2-amine BrC1=CC=C2C(=N1)C(=CN2)NC2=NC1=C(N2)C=CC(=C1)C1=CC=CC=C1